O1C=CC2=C1C=CC=C2CNC(OC2=CC=C(C=C2)[N+](=O)[O-])=O 4-nitrophenyl (benzofuran-4-ylmethyl)carbamate